OCC1CC(=NO1)C=1C=CC(=C(C(=O)O)C1)OC 5-(5-(hydroxymethyl)-4,5-dihydroisoxazol-3-yl)-2-methoxybenzoic acid